ClC=1C=C(C=2N=C(N=CC2N1)N[C@@H]1CN(C[C@H](C1)F)C(=O)OC(C)(C)C)C tert-butyl (3S,5S)-3-[(6-chloro-8-methyl-pyrido[3,2-d]pyrimidin-2-yl)amino]-5-fluoro-piperidine-1-carboxylate